C1(=CC(=CC=C1)CCCO)CCCO 3,3'-(1,3-Phenylene)bis(propan-1-ol)